(3-chloro-4-fluorophenyl)-1-(1H-indol-6-yl)-1-((6,7,8,9-tetrahydro-5H-[1,2,4]triazolo[4,3-a]azepin-3-yl)methyl)urea ClC=1C=C(C=CC1F)NC(N(CC1=NN=C2N1CCCCC2)C2=CC=C1C=CNC1=C2)=O